bis(triiodomethyl)benzoic acid IC(I)(I)C=1C(=C(C(=O)O)C=CC1)C(I)(I)I